O[C@H]1C[C@H](CC1)C=1NC(C2=C(N1)C(=NC(=C2)C2=CC=C(C=C2)C(F)(F)F)C=2C=NC=CC2)=O ((1s,3r)-3-hydroxycyclopentyl)-8-(pyridin-3-yl)-6-(4-(trifluoromethyl)phenyl)pyrido[3,4-d]pyrimidin-4(3H)-one